tert-butyl 4-(3-(2-allyl-6-amino-3-oxo-2,3-dihydro-1H-pyrazolo[3,4-d]pyrimidin-1-yl)phenoxy)piperidine-1-carboxylate C(C=C)N1N(C2=NC(=NC=C2C1=O)N)C=1C=C(OC2CCN(CC2)C(=O)OC(C)(C)C)C=CC1